NC1=NC=2C=C(C(=CC2C2=C1COC2)C(=O)N(CC=2N=NC(=CC2)OCC(F)(F)F)CC2CC2)F 4-amino-N-(cyclopropylmethyl)-7-fluoro-N-((6-(2,2,2-trifluoroethoxy)-3-pyridazinyl)methyl)-1,3-dihydrofuro[3,4-c]quinoline-8-carboxamide